ClC=1C(=C(C(=CC1)C(F)F)C=1N=C(N(C(C1)=O)C)C(=O)O)F 4-(3-Chloro-6-(difluoromethyl)-2-fluorophenyl)-1-methyl-6-oxo-1,6-dihydropyrimidine-2-carboxylic acid